C(C1=CC=CC=C1)S(=O)(=O)NC(C(N)C1=CC=CC=C1)C1=CC=CC=C1 N-toluenesulfonyl-1,2-diphenylethylenediamine